Ammonium phosphit P([O-])([O-])[O-].[NH4+].[NH4+].[NH4+]